1,3-bis(2-chlorobenzyl)urea ClC1=C(CNC(=O)NCC2=C(C=CC=C2)Cl)C=CC=C1